5-(1-ethyl-1H-benzo[d][1,2,3]triazol-6-yl)-N-(1-methylpiperidin-4-yl)-7H-pyrrolo[2,3-d]pyrimidin-2-amine C(C)N1N=NC2=C1C=C(C=C2)C2=CNC=1N=C(N=CC12)NC1CCN(CC1)C